CC1=CC=C(C=C1)CN p-methylbenzenemethylamine